1-(cyclopropylmethyl)-4-((2S,5R)-4-((R)-(4-fluorophenyl)(5-(trifluoromethoxy)pyridin-2-yl)methyl)-2,5-dimethylpiperazin-1-yl)-1H-[1,2,4]triazolo[3,4-b]purine C1(CC1)CN1C=2N3C(N=C(C2N=C1)N1[C@H](CN([C@@H](C1)C)[C@@H](C1=NC=C(C=C1)OC(F)(F)F)C1=CC=C(C=C1)F)C)=NN=C3